C(C1=CC=CC=C1)NC(N([C@@H]1CC[C@H](CC1)NC1=NC=C(C(=N1)OC1COC1)C(F)(F)F)C1=NC=C(N=C1)OCCOC)=O 3-benzyl-1-(5-(2-methoxyethoxy)pyrazin-2-yl)-1-(trans-4-((4-((oxetan-3-yl)oxy)-5-(trifluoromethyl)pyrimidin-2-yl)amino)cyclohexyl)urea